C(#N)C1=C(C=C(C=C1)B(O)O)O 4-CYANO-3-HYDROXYPHENYLBORONIC ACID